(2S,4S)-N-(3,4-difluoro-phenyl)-4-hydroxy-N-methylpyrrolidine-2-carboxamide FC=1C=C(C=CC1F)N(C(=O)[C@H]1NC[C@H](C1)O)C